The molecule is a dipeptide composed of L-alanine and L-proline joined by a peptide linkage. It has a role as a metabolite. It derives from a L-alanine and a L-proline. It is a tautomer of an Ala-Pro zwitterion. C[C@@H](C(=O)N1CCC[C@H]1C(=O)O)N